Cl.FC1=CC=C(C=C1)[C@H]1[C@@H](C1)N (1R,2S)-2-(4-fluorophenyl)cyclopropane-1-amine hydrochloride